N1(C=NC=C1)C=1C=C(N)C=C(C1)C 3-(1H-imidazol-1-yl)-5-methylaniline